1-(2-Oxo-2,3-dihydrobenzo[d]oxazol-5-yl)dihydropyrimidine-2,4(1H,3H)-dione O=C1OC2=C(N1)C=C(C=C2)N2C(NC(CC2)=O)=O